CC(C=COCC=C(C)C)=C 3-methyl-1-(3-methyl-2-butenyloxy)-1,3-butadiene